2-{1-[2,6-difluoro-4-(4-isopropoxy-pyrimidin-2-yl)phenyl]pyrrolidin-3-yl}acetic acid FC1=C(C(=CC(=C1)C1=NC=CC(=N1)OC(C)C)F)N1CC(CC1)CC(=O)O